COCC[C@@]1([C@H](O)[C@H](O)[C@@H](CO)O1)N1C(=O)N=C(N)C=C1 methoxyethyl-cytidine